(3R)-tert-butyl 11,11-difluoro-8-(((methoxy-carbonyl)amino)methyl)-3-methyl-3,4,8,9,10,11-hexahydro-1H-pyrido[4',3':3,4]pyrazolo[1,5-a]azepine-2(7H)-carboxylate FC1(C=2N(CC(CC1)CNC(=O)OC)N=C1C2CN([C@@H](C1)C)C(=O)OC(C)(C)C)F